S(=O)(=O)(O)O.NC1=C2C(=NC=N1)N(N=C2C2=C(C(=C(C=C2)OC)F)F)[C@@H](C)C2=NC1=CC=CC(=C1C(N2C2=CC=CC=C2)=O)Cl (S)-2-(1-(4-amino-3-(2,3-difluoro-4-methoxyphenyl)-1H-pyrazolo[3,4-d]pyrimidin-1-yl)ethyl)-5-chloro-3-phenylquinazolin-4(3H)-one sulfate